3-aminomethylbenzene NCC=1C=CC=CC1